[O-2].[Fe+2].[Cu+2].[Co+2].[O-2].[O-2] cobalt-copper-iron oxide